P(O)OPO.C(C)(C)(C)C1=C(C=CC(=C1)C(C)(C)C)C1=C(C(=C(C=2C3=CC=CC=C3C12)C1=C(C=C(C=C1)C(C)(C)C)C(C)(C)C)C1=C(C=C(C=C1)C(C)(C)C)C(C)(C)C)C1=C(C=C(C=C1)C(C)(C)C)C(C)(C)C tetrakis(2,4-ditert-butylphenyl)biphenylene diphosphonite